CC(C)(C)[Si](C)(C)OC[C@@H]1[C@H]([C@H]([C@@H](O1)N2C=CC(=O)NC2=O)O)O 5'-O-(tert-butyldimethylsilyl)uridine